ClC=1C(=NN(C1C=1C=NC(=CC1CC)NC(C)(CC(F)(F)F)C)CC)C(=O)O 4-Chloro-1-ethyl-5-(4-ethyl-6-((4,4,4-trifluoro-2-methylbutan-2-yl)amino)pyridin-3-yl)-1H-pyrazole-3-carboxylic acid